BrC1=CN=C(C2=NC(=C(N=C21)NC2CCOCC2)CC)N 8-Bromo-3-ethyl-N2-(tetrahydro-2H-pyran-4-yl)pyrido[3,4-b]pyrazine-2,5-diamine